(S,E)-methyl 7-(1-(2-(2-adamantylamino)-2-oxoethyl)-2-oxo-1,2-dihydropyridin-3-ylamino)-7-oxo-6-(pyrazine-2-carboxamido)hept-2-enoate C12C(C3CC(CC(C1)C3)C2)NC(CN2C(C(=CC=C2)NC([C@H](CC/C=C/C(=O)OC)NC(=O)C2=NC=CN=C2)=O)=O)=O